C(C)(C)C1=C(NC2=CC=C(C=C12)C1CCN(CC1)C1CCC(CC1)C(F)(F)F)C=1C=C(C(N(C1)C)=O)C 5-(3-isopropyl-5-(1-(4-(trifluoromethyl)cyclohexyl)piperidin-4-yl)-1H-indol-2-yl)-1,3-dimethylpyridin-2(1H)-one